CC1=NC2=CC3=C(C=C2C(=N1)OS(=O)(=O)C1=C(C=C(C=C1C(C)C)C(C)C)C(C)C)CCC3 2-methyl-7,8-dihydro-6H-cyclopenta[g]quinazolin-4-yl-2,4,6-triisopropylbenzenesulfonate